[2H]C1(N(C(C=2C=NC=CC21)([2H])[2H])C(=O)NCC2CC21CCN(CC1)C(=O)OC1(COC1)C)[2H] (3-methyloxetan-3-yl) 2-[[(1,1,3,3-tetradeuteriopyrrolo[3,4-c]pyridine-2-carbonyl)amino]methyl]-6-azaspiro[2.5]octane-6-carboxylate